N1=CC(=CC=C1)C[C@H](N)C(=O)O β-[3-pyridyl]-alanine